ClC1=C2CCN([C@@H](C2=C(C=C1)OCC=1N=NN(C1C(F)F)C)CN1C(CCC1)=O)C(=O)C1CCCC1 (1S,2R)-2-((S)-5-Chloro-8-((5-(difluoromethyl)-1-methyl-1H-1,2,3-triazol-4-yl)methoxy)-1-((2-oxopyrrolidin-1-yl)methyl)-1,2,3,4-tetrahydroisochinolin-2-carbonyl)cyclopentan